10-chloro-9,10-dihydro-9-oxa-10-phosphaphenanthrene-10-oxide ClP1(OC2=CC=CC=C2C=2C=CC=CC12)=O